CC([C@@H](C(=O)O)CNC(=O)C1[N@](C1)C(C1=CC=CC=C1)(C1=CC=CC=C1)C1=CC=CC=C1)C (R)-3-methyl-2-(((S)-1-tritylaziridine-2-carboxamido)methyl)butanoic acid